N,N,2-triethyl-6-methylthieno[2,3-d]pyrimidin-4-amine C(C)N(C=1C2=C(N=C(N1)CC)SC(=C2)C)CC